methyl (S)-2-(benzylthio)-1-((tetrahydrofuran-2-yl)methyl)-1H-benzo[d]imidazole-6-carboxylate C(C1=CC=CC=C1)SC1=NC2=C(N1C[C@H]1OCCC1)C=C(C=C2)C(=O)OC